C1(CC1)S(=O)(=O)NC1=CC(=NC=C1)[C@H](CC)NC(=O)C=1SC(=NN1)C1=NC(=CN=C1)OCC N-[(1S)-1-(4-cyclopropanesulfonamidopyridin-2-yl)propyl]-5-(6-ethoxypyrazin-2-yl)-1,3,4-thiadiazole-2-carboxamide